CC1(OB(OC1(C)C)C1=C(OCCNC(OC(C)(C)C)=O)C=CC=C1)C tert-butyl (2-(2-(4,4,5,5-tetramethyl-1,3,2-dioxaborolan-2-yl)phenoxy)-ethyl)carbamate